2-(3-methoxypyrazin-2-yl)-5-methyl-1H-pyrrole-3-carboxylic acid COC=1C(=NC=CN1)C=1NC(=CC1C(=O)O)C